ClC=1C=C(OCCCCC(=O)OC)C=C(C1CC1=C(C(=C(C=C1)O)C(C)C)F)Cl methyl 5-(3,5-dichloro-4-(2-fluoro-4-hydroxy-3-isopropylbenzyl)phenoxy)pentanoate